N,N'-(3,4,5-trimethyleneheptane-1,7-diyl)bis(morpholine) C=C(CCN1CCOCC1)C(C(CCN1CCOCC1)=C)=C